8-(2,6-difluorophenyl)-13-(3,6-dihydro-2H-pyran-4-yl)-5,11-dimethyl-3,4,7,9,12-pentazatricyclo[8.4.0.02,6]tetradeca-1(10),2(6),4,7,11,13-hexaene FC1=C(C(=CC=C1)F)C1=NC=2C(=NNC2C=2C=C(N=C(C2N1)C)C=1CCOCC1)C